CN(C(C1=CC(=CC=C1)C1=CN=C2SC(=NN21)NCC2CCOCC2)=O)C N,N-dimethyl-3-[2-(tetrahydropyran-4-ylmethylamino)imidazo[2,1-b][1,3,4]thiadiazol-5-yl]benzamide